2-(2-methylpyrimidine-4-carboxamido)-3-(4-(3-(5,6,7,8-tetrahydro-1,8-naphthyridin-2-yl)propoxy)phenyl)propanoic acid CC1=NC=CC(=N1)C(=O)NC(C(=O)O)CC1=CC=C(C=C1)OCCCC1=NC=2NCCCC2C=C1